The molecule is a indolocarbazole alkaloid that is 4'-N-demethyl staurosporine substituted by hydroxy groups at positions 8 and 9 and an xo group at position 7. Isolated from Cystodytes solitus, it exhibits antineoplastic activity. It has a role as a metabolite and an antineoplastic agent. It is an indolocarbazole, an indolocarbazole alkaloid, an organic heterooctacyclic compound and a member of phenols. It derives from a staurosporine. C[C@@]12[C@@H]([C@@H](C[C@@H](O1)N3C4=CC=CC=C4C5=C6C(=C7C8=C(N2C7=C53)C=CC(=C8O)O)C(=O)NC6=O)N)OC